NC(C(=O)OCCCCCCCCCCCC)C dodecyl aminopropionate